mono(oxazol-2-yl)stilbene O1C(=NC=C1)C1=C(C=CC=C1)C=CC1=CC=CC=C1